[OH-].C(C1=CC=CC=C1)(=O)C=1SC=CC1 benzoylthiophene hydroxide salt